C(C)OC1=NC=2N(C(C(=NC2C=N1)N1CC2=CC(=CC=C2CC1)Br)=O)C=1C=NC(=CC1)OC 2-ethoxy-8-(6-methoxypyridin-3-yl)-6-(7-bromo-3,4-dihydroisoquinolin-2(1H)-yl)pteridin-7(8H)-one